dimethyl-((5-methylpiperidin-3-yl)imino)-λ6-sulfane C[SH2](=NC1CNCC(C1)C)C